manganese(III) di-n-butyldi-thiocarbamate C(CCC)N(C([S-])=S)CCCC.[Mn+3].C(CCC)N(C([S-])=S)CCCC.C(CCC)N(C([S-])=S)CCCC